5-(8-chloroquinolin-6-yl)-3-(2-(diethylamino)ethoxy)-6-(1-methyl-1H-pyrazol-3-yl)pyrazin ClC=1C=C(C=C2C=CC=NC12)C=1N=C(C=NC1C1=NN(C=C1)C)OCCN(CC)CC